FC1=C(CC2=NC3=C(N2[C@@H]2COC[C@@H]2COC)C=C(C=C3)C(=O)O)C=C(C(=C1)C1=NC(=CC=C1)OCC1=CC=C(C=C1)C(F)(F)F)F 2-(2,5-difluoro-4-(6-((4-(trifluoromethyl)benzyl)oxy)pyridin-2-yl)benzyl)-1-((3S,4S)-4-(methoxymethyl)tetrahydrofuran-3-yl)-1H-benzo[d]imidazole-6-carboxylic acid